mono-Bocbutylenediamine C(=O)(OC(C)(C)C)NCCCCN